O1CCN(CC1)COCOCN1CCOCC1 bis(morpholinomethoxy)methane